methyl 4-isopropyl-5-(8-methyl-[1,2,4]triazolo[1,5-a]pyridin-6-yl)-1H-pyrazole-3-carboxylate C(C)(C)C=1C(=NNC1C=1C=C(C=2N(C1)N=CN2)C)C(=O)OC